N-((cis)-3-(5-chloro-2-cyanophenyl)cyclobutyl)-1-((S)-1-(5-((1R,5S)-2-oxo-3-azabicyclo[3.1.0]hexan-3-yl)pyridin-3-yl)ethyl)-1H-1,2,3-triazole-4-carboxamide ClC=1C=CC(=C(C1)[C@H]1C[C@H](C1)NC(=O)C=1N=NN(C1)[C@@H](C)C=1C=NC=C(C1)N1C([C@@H]2C[C@@H]2C1)=O)C#N